C(C)(C)(C)OC(C=CC1=CC=C(C=C1)C1=CC(=C(C=C1)OCCBr)C12CC3CC(CC(C1)C3)C2)=O 3-[3'-Adamantan-1-yl-4'-(2-bromo-ethoxy)-biphenyl-4-yl]-acrylic acid tert-butyl ester